dimethoxy(phenylmethylamino)methylsilane dibutyl-phthalate (Dibutyl-phthalate) C(CCC)C=1C(=C(C(C(=O)O)=CC1)C(=O)O)CCCC.C(CCC)OC(C=1C(C(=O)OCCCC)=CC=CC1)=O.CO[SiH](CNCC1=CC=CC=C1)OC